8-fluoro-7-hydroxymethyl-3-ethylquinolin-2(1H)-one FC=1C(=CC=C2C=C(C(NC12)=O)CC)CO